4-benzyl-3-(difluoromethyl)-6-methoxy-3,4-dihydroquinoxalinone C(C1=CC=CC=C1)N1C(C(NC2=CC=C(C=C12)OC)=O)C(F)F